tert-butyl ((1R)-5-((6-bromo-3-nitropyridin-2-yl)amino)-2-fluoro-2,3-dihydro-1H-inden-1-yl)carbamate BrC1=CC=C(C(=N1)NC=1C=C2CC([C@@H](C2=CC1)NC(OC(C)(C)C)=O)F)[N+](=O)[O-]